(2R,6R)-4-({2-[2-(dimethylamino)phenoxy]-6-fluorophenyl}methyl)-6-methyl-1-(2-methylpropanoyl)-N-{[4-(pyrimidin-2-yl)phenyl]methyl}piperazine-2-carboxamide CN(C1=C(OC2=C(C(=CC=C2)F)CN2C[C@@H](N([C@@H](C2)C)C(C(C)C)=O)C(=O)NCC2=CC=C(C=C2)C2=NC=CC=N2)C=CC=C1)C